C(C)(C)(C)OC(CC1(CCN(CC1)C1=C(C=C(C=C1F)NC1C(NC(CC1)=O)=O)F)O)=O 2-(1-(4-((2,6-Dioxopiperidin-3-yl)amino)-2,6-difluorophenyl)-4-hydroxypiperidin-4-yl)acetic acid tert-butyl ester